3-[1-(4-chlorobenzyl)-3-tert-butylsulfanyl-5-isopropylindol-2-yl]-2,2-dimethylpropionic acid ClC1=CC=C(CN2C(=C(C3=CC(=CC=C23)C(C)C)SC(C)(C)C)CC(C(=O)O)(C)C)C=C1